Ethyl 2-(1-benzyl-4-hydroxypiperidin-4-yl)-4,4,4-trifluorobutyrate C(C1=CC=CC=C1)N1CCC(CC1)(O)C(C(=O)OCC)CC(F)(F)F